FC=1C=C(C=CC1)SC1=C(C=CC2=CC=CC=C12)O 1-(m-fluorophenylthio)-2-naphthol